(S)-1-(5-bromopyrimidin-2-yl)-7'-(3,5-difluorophenyl)dihydro-1'H,3'H,5'H-spiro[piperidine-4,2'-pyrazolo[1,2-a]pyrazol]-1'-one BrC=1C=NC(=NC1)N1CCC2(CN3N([C@@H](CC3)C3=CC(=CC(=C3)F)F)C2=O)CC1